N-(6-oxo-1,6-dihydropyridazin-3-yl)-7-thia-2,5-diazatricyclo[6.4.0.02,6]dodeca-1(12),3,5,8,10-pentaene-4-carboxamide O=C1C=CC(=NN1)NC(=O)C1=CN2C3=CC=CC=C3SC2=N1